NC1=C(C=C(C(=O)OC)C=C1)N[C@H]1COC[C@H]1CF methyl 4-amino-3-[[(3R,4S)-4-(fluoromethyl)tetrahydrofuran-3-yl]amino]benzoate